6-(5-{[(1R)-1-[2-Fluoro-5-(trifluoromethoxy)phenyl]ethyl]carbamoyl}-6-(deutero)methoxypyridin-3-yl)-N-methyl-1H-indazol-3-carboxamid FC1=C(C=C(C=C1)OC(F)(F)F)[C@@H](C)NC(=O)C=1C=C(C=NC1OC[2H])C1=CC=C2C(=NNC2=C1)C(=O)NC